(S)-4-(3-fluoro-4-(3-methoxypyrrolidin-1-yl)phenyl)-5-methylthiazol-2-amine FC=1C=C(C=CC1N1C[C@H](CC1)OC)C=1N=C(SC1C)N